2-cyclopropyl-N-[2-(difluoromethyl)pyridin-3-yl]pyrimidine-5-carboxamide C1(CC1)C1=NC=C(C=N1)C(=O)NC=1C(=NC=CC1)C(F)F